3-FLUORO-5-(MORPHOLIN-4-YLCARBONYL)BENZENEBORONIC ACID FC=1C=C(C=C(C1)C(=O)N1CCOCC1)B(O)O